BrC1=CC=C([Se]1)C=1C(N(C=2C=C(C(N(C2C1)CCCCC(CCCCCCCCCCCC)CCCCCCCCCC)=O)C=1[Se]C(=CC1)Br)CCCCC(CCCCCCCCCCCC)CCCCCCCCCC)=O 3,7-bis(5-bromoselenophen-2-yl)-1,5-bis(5-decylheptadecyl)-1,5-dihydro-1,5-naphthyridine-2,6-dione